C(C(C)SSC(C(=O)O)C)(=O)O 2,2'-dithiodipropionic acid